NC1=CC(=CC(=C1)N)N 2,4,6-triaminobenzene